2-(4-(tert-butyl)phenyl)-4-[(9H-fluoren-9-ylmethoxycarbonylamino)-methyl]-6-methyl-pyrimidine-5-carboxylic acid C(C)(C)(C)C1=CC=C(C=C1)C1=NC(=C(C(=N1)CNC(=O)OCC1C2=CC=CC=C2C=2C=CC=CC12)C(=O)O)C